C(C)(=O)O.FC(=C(C(F)(F)F)F)C(C(C(C(C(C(C(C(F)(F)F)(F)F)(F)F)(F)F)(F)F)(F)F)(F)F)(F)F perfluorooctyl propylene acetate